O=C1C2=C(N=CN1)SC=C2C(=O)N 4-oxo-3H,4H-thieno[2,3-d]pyrimidine-5-carboxamide